Cl.Cl.NC1=C(C=C(C(=C1)N)O)O 4,6-diamino-1,3-dihydroxybenzene-dihydrochloride